FC1=C(C(=CC(=C1)N1CC(CCC1)OCCC(C)C)O)N1CC(NS1(=O)=O)=O 5-(2-fluoro-6-hydroxy-4-(3-(isopentyloxy)piperidin-1-yl)phenyl)-1,2,5-thiadiazolidin-3-one 1,1-dioxide